[(3R)-3-Methyl[1,4'-bipiperidine]-1'-yl](2-{[1-(4-methylpyridin-2-yl)ethyl]amino}-1,3-thiazol-5-yl)methanone C[C@H]1CN(CCC1)C1CCN(CC1)C(=O)C1=CN=C(S1)NC(C)C1=NC=CC(=C1)C